C1=CC=CC=2C3=CC=CC=C3N(C12)C1=CC=C(C=C1)C=1C=C(C(=CC1C1=CC=CC=C1)C1=CC=C(C=C1)C#N)C1=CC=CC=C1 4'-(4-(9H-carbazol-9-yl)phenyl)-5'-phenyl-[1,1':2',1''-terphenyl]-4-carbonitrile